(R)-1-(4-((5-(1-(2,2-difluoropropyl)-1H-benzo[d][1,2,3]triazol-6-yl)-6-fluoro-4-methoxypyrrolo[2,1-f][1,2,4]triazin-2-yl)amino)-3,3-difluoropiperidin-1-yl)ethan-1-one-2,2,2-d3 FC(CN1N=NC2=C1C=C(C=C2)C=2C(=CN1N=C(N=C(C12)OC)N[C@H]1C(CN(CC1)C(C([2H])([2H])[2H])=O)(F)F)F)(C)F